di-titanium vanadium aluminum carbon [C].[Al].[V].[Ti].[Ti]